N-(5-(1-cyclobutyl-1H-pyrazol-4-yl)-4-((2-(1,1-difluoroethyl)-6-methylpyrimidin-4-yl)amino)pyridin-2-yl)acetamide C1(CCC1)N1N=CC(=C1)C=1C(=CC(=NC1)NC(C)=O)NC1=NC(=NC(=C1)C)C(C)(F)F